ClC=1C=CC(=C(C(=O)NC2=CC=C(C=C2)S(=O)(=O)N2CCOCC2)C1)NS(=O)(=O)C=1SC(=CC1)Cl 5-chloro-2-[[(5-chloro-2-thienyl)sulfonyl]amino]-N-[4-(4-morpholinylsulfonyl)phenyl]-benzamide